p-ethylcinnamaldehyde C(C)C1=CC=C(C=CC=O)C=C1